[Si](C)(C)(C(C)(C)C)OCCCC1(CCC2(OCCO2)CC1)C(=O)OCC ethyl 8-[3-[tert-butyl(dimethyl)silyl]oxypropyl]-1,4-dioxaspiro[4.5]decane-8-carboxylate